Cl.N[C@H](CNC(=O)C=1NC2=CC=CC=C2C1C1=CC=CC=C1)CC(CN)O N-((2S)-2,5-diamino-4-hydroxypentyl)-3-phenyl-1H-indole-2-carboxamide hydrogen chloride salt